5-(pyrazol-1-yl)-1,3,4-thiadiazol-2-amine N1(N=CC=C1)C1=NN=C(S1)N